C(C=C)SSSC methyl 2-propenyl trisulfide